5-((2-methyl-4-(4-(trifluoromethyl)piperidin-1-yl)phenyl)amino)isoindoline-2-carboxamide CC1=C(C=CC(=C1)N1CCC(CC1)C(F)(F)F)NC=1C=C2CN(CC2=CC1)C(=O)N